5-chloro-1-(difluoromethyl)-6-iodo-1,3-benzodiazole ClC1=CC2=C(N(C=N2)C(F)F)C=C1I